FC1=C(NC2=NC=NC3=CC(=C(C=C23)OC2CCN(CC2)C(C=C)=O)OC)C=CC(=C1)OC1=NN(C=C1)C=1C=NC(=C(C1)F)C 1-(4-{[4-(2-Fluoro-4-{[1-(5-fluoro-6-methylpyridin-3-yl)-1H-pyrazol-3-yl]oxy}anilino)-7-methoxyquinazolin-6-yl]oxy}piperidin-1-yl)prop-2-en-1-one